3-(2,3-difluoro-4-methoxy-phenyl)-N-[4-(imidazol-1-ylmethyl)-3-methyl-phenyl]imidazo[1,2-a]pyrazin-8-amine FC1=C(C=CC(=C1F)OC)C1=CN=C2N1C=CN=C2NC2=CC(=C(C=C2)CN2C=NC=C2)C